C(C)(C)(C)OC(=O)N1CCC(CC1)(C(=O)O)CC#C 1-tert-butoxycarbonyl-4-prop-2-ynyl-piperidine-4-carboxylic acid